C(C)OC(C(=C)C)=O.C[NH+](C)C trimethylammonium ethyl-methacrylate